5-(Bis(dimethylamino)methylene)-1-butyl-3-((5S,7s,10S)-1,3-dimethyl-2,4-dioxo-1,3-diazadispiro[4.1.57.15]tridecan-10-yl)pyrimidine-2,4,6(1H,3H,5H)-trione CN(C)C(=C1C(N(C(N(C1=O)CCCC)=O)C1CCC2(CC3(C(N(C(N3C)=O)C)=O)C2)CC1)=O)N(C)C